C1(=C2N(C=N1)CCC2)C(C(=O)OCC)N2CC1=C(C=C(C=C1C2=O)C2=CC=C(O[C@H]1CN(CC1)C(=O)OC(C)(C)C)C=C2)F tert-butyl (3R)-3-[4-[2-[1-(6,7-dihydro-5H-pyrrolo[1,2-c]imidazol-1-yl)-2-ethoxy-2-oxo-ethyl]-7-fluoro-3-oxo-isoindolin-5-yl]phenoxy]pyrrolidine-1-carboxylate